C(C)(C)[C@H]1C[C@H](NC1)C(=O)OC methyl (2S,4R)-4-isopropylpyrrolidine-2-carboxylate